2-(2,4-difluoro-5-iodobenzoyl)-3-dimethylaminoacrylic acid FC1=C(C(=O)C(C(=O)O)=CN(C)C)C=C(C(=C1)F)I